C(C=1C(NC(N(C1)[C@H]1C=C[C@H](O1)OCP(=O)(OC1=CC=CC=C1)N[C@@H](C)C(=O)OC(C)C)=O)=O)([2H])([2H])[2H] isopropyl (((((2R,5R)-5-(5-(methyl-d3)-2,4-dioxo-3,4-dihydropyrimidin-1(2H)-yl)-2,5-dihydrofuran-2-yl)oxy)methyl)(phenoxy)phosphoryl)-L-alaninate